C(=O)(OC(C)(C)C)NC(C)(C(=O)O)C BOC-2-methylalanine